(2S,4R)-4-(2-((4-(6-aminopyridin-3-yl)phenyl)amino)-2-oxoethyl)-1-(2-methylbenzofuro[3,2-d]pyrimidin-4-yl)pyrrolidine-2-carboxylic acid NC1=CC=C(C=N1)C1=CC=C(C=C1)NC(C[C@H]1C[C@H](N(C1)C=1C2=C(N=C(N1)C)C1=C(O2)C=CC=C1)C(=O)O)=O